2-(2,2-diphenylethyl)-N-methylpiperidine C1(=CC=CC=C1)C(CC1N(CCCC1)C)C1=CC=CC=C1